(2S,4R)-N-[(S)-[3-(acetamidomethyl)phenyl][6-fluoro-5-(propan-2-yl)pyridin-2-yl]methyl]-4-fluoro-1-[2-(1H-1,2,3-triazol-5-yl)acetyl]pyrrolidine-2-carboxamide C(C)(=O)NCC=1C=C(C=CC1)[C@H](NC(=O)[C@H]1N(C[C@@H](C1)F)C(CC1=CN=NN1)=O)C1=NC(=C(C=C1)C(C)C)F